5-(4-sulfophenoxy)isophthalic acid S(=O)(=O)(O)C1=CC=C(OC=2C=C(C=C(C(=O)O)C2)C(=O)O)C=C1